1-(9Z-octadecenoyl)-2-(5Z,8Z,11Z,14Z,17Z-eicosapentaenoyl)-sn-glycero-3-phosphocholine CCCCCCCC/C=C\CCCCCCCC(=O)OC[C@H](COP(=O)([O-])OCC[N+](C)(C)C)OC(=O)CCC/C=C\C/C=C\C/C=C\C/C=C\C/C=C\CC